C(#N)C=1C=C(C=CC1)C=1N=C(SC1C1=CC(=NC(=C1)C)C)NC(=O)N1CCN(CC1)C1CCOCC1 N-[4-(3-cyanophenyl)-5-(2,6-dimethyl-4-pyridyl)thiazol-2-yl]-4-tetrahydropyran-4-yl-piperazine-1-carboxamide